C(C)(C)N1CCC(CC1)C=1C(=NC=CC1)N 3-(1-isopropylpiperidin-4-yl)pyridin-2-amine